β-(3,4-epoxy-cyclohexyl)ethyltrimethoxysilane C1(CC2C(CC1)O2)CC[Si](OC)(OC)OC